BrC=1C=C2C(=CNC2=CC1)NC(OC(C)(C)C)=O tert-Butyl (5-bromo-1H-indol-3-yl)carbamate